N[C@H](C(=O)NCCCC[C@@H](C(=O)OC(C)(C)C)NC(=O)N[C@H](C(=O)OC(C)(C)C)CCC(=O)OC(C)(C)C)CC1=CC=C(C=C1)F di-tert-butyl (2S)-2-({[(2S)-6-{[(2S)-2-amino-3-(4-fluorophenyl)propanoyl]amino}-1-tert-butoxy-1-oxohexan-2-yl]carbamoyl}amino)pentanedioate